O[C@H]1[C@@H](CCC1)NC(=O)C=1C(N(N=C(C1)C1=CC=C(C=C1)OC(F)(F)F)C=1C=NC=CC1)=O N-[(trans)-2-hydroxycyclopentyl]-3-oxo-2-(pyridin-3-yl)-6-[4-(trifluoromethoxy)phenyl]-2,3-dihydropyridazine-4-carboxamide